BrC1=C2C(=NC=C1)NC(C2(C)O)=O 4-bromo-3-hydroxy-3-methyl-1H-pyrrolo[2,3-b]pyridin-2-one